methoxy-5-[[2-[(2R,5S)-5-methyl-2-(2-oxo-3,4-dihydro-1H-quinolin-6-yl)-1-piperidyl]-2-oxo-acetyl]amino]pyridine-3-carboxamide COC1=NC=C(C=C1C(=O)N)NC(C(=O)N1[C@H](CC[C@@H](C1)C)C=1C=C2CCC(NC2=CC1)=O)=O